N5-methyl-[1,2,4]triazolo[4,3-a]quinazoline-1,5-diamine CNC1=NC=2N(C3=CC=CC=C13)C(=NN2)N